CC1(CCC=2C1=NC1=C(C2NC(=O)NS(=O)(=O)C=2C=NN3C2OCCC3)CCC1)C N-((3,3-dimethyl-1,2,3,5,6,7-hexahydro-dicyclopenta[b,e]pyridin-8-yl)carbamoyl)-6,7-dihydro-5H-pyrazolo[5,1-b][1,3]oxazine-3-sulfonamide